4-[2-(morpholin-4-yl)-8-(1H-pyrazol-5-yl)-1,7-naphthyridin-4-yl]phenol N1(CCOCC1)C1=NC2=C(N=CC=C2C(=C1)C1=CC=C(C=C1)O)C1=CC=NN1